NC1=C(C=2C=NC(=C(C2N1C1=C2C=NN(C2=CC=C1C)C1OCCCC1)C=C1CCC1)C1CC1)C(=O)N 2-amino-7-(cyclobutylidenemethyl)-6-cyclopropyl-1-(5-methyl-1-tetrahydropyran-2-yl-indazol-4-yl)pyrrolo[3,2-c]pyridine-3-carboxamide